2-(1-(3-(2,6-bis(benzyloxy)pyridin-3-yl)-1-methyl-1H-indazol-7-yl)piperidin-4-yl)ethyl methanesulfonate CS(=O)(=O)OCCC1CCN(CC1)C=1C=CC=C2C(=NN(C12)C)C=1C(=NC(=CC1)OCC1=CC=CC=C1)OCC1=CC=CC=C1